CC1=NN(C(=C1)C1=NSC=2C1=NC(=CC2C2(CC2)C#N)N2[C@H](COCC2)C)C2OCCCC2 1-{3-[3-methyl-1-(oxan-2-yl)-1H-pyrazol-5-yl]-5-[(3S)-3-methyl-morpholin-4-yl]-[1,2]thiazolo[4,5-b]pyridin-7-yl}cyclopropane-1-carbonitrile